C1(=CC=CC=C1)[C@@H](C)NC=1C=2N=CN([C@H]3[C@H](O)[C@H](O)[C@@H](CO)O3)C2N=CN1 |&1:6| N6-[(+/-)-1-(phenyl)-ethyl]-adenosine